[Si](C)(C)(C(C)(C)C)OCCOCC[C@H](CCC(C)(F)F)NC(N([C@H](C)C1=NC=C(C(=C1)C1=CC=2N(C(=N1)SC)N=CN2)OC)CC)=O 3-((S)-1-(2-((tert-butyldimethylsilyl)oxy)ethoxy)-6,6-difluoroheptan-3-yl)-1-ethyl-1-((R)-1-(5-methoxy-4-(5-(methylthio)-[1,2,4]triazolo[1,5-c]pyrimidin-7-yl)pyridin-2-yl)ethyl)urea